3-Bromo-N-methyl-2-nitro-aniline BrC=1C(=C(NC)C=CC1)[N+](=O)[O-]